BrC=1C=C(C(=NC1)[N+](=O)[O-])NC(C(=O)O)(CO)C 2-((5-bromo-2-nitropyridin-3-yl)amino)-3-hydroxy-2-methylpropanoic acid